BrC1=CC=C2C(=NC(=NC2=C1F)Cl)N1C2(CC2)CN(CC1)C(=O)OC(C)(C)C tert-butyl 4-(7-bromo-2-chloro-8-fluoroquinazolin-4-yl)-4,7-diazaspiro[2.5]octane-7-carboxylate